7-(2-chloro-5-methoxyphenyl)-3-(1,6-naphthyridin-8-yl)quinazoline-2,4(1H,3H)-dione ClC1=C(C=C(C=C1)OC)C1=CC=C2C(N(C(NC2=C1)=O)C=1C=NC=C2C=CC=NC12)=O